1-pentyl-2-ethylpyridinium chloride [Cl-].C(CCCC)[N+]1=C(C=CC=C1)CC